C(CC)OCC(C(=O)O)C(C)(C)C.C(CC)OCC(C(=O)OCCCC)C(C)(C)C butyl 2-propoxymethyl-3,3-dimethylbutyrate 2-propoxymethyl-3,3-dimethylbutyrate